(1R)-1-[3-(2-{[tert-butyl-(dimethyl)silyl]oxy}-1,1-difluoro-2-methylpropyl)-2-fluorophenyl]-ethan-1-amine C(C)(C)(C)[Si](OC(C(F)(F)C=1C(=C(C=CC1)[C@@H](C)N)F)(C)C)(C)C